((7-(8-methyl-2,3-dihydro-1H-pyrido[2,3-b][1,4]oxazin-7-yl)-5,6,7,8-tetrahydropyrido[3,4-d]pyrimidin-2-yl)amino)isoindolin-1-one CC1=C(C=NC=2OCCNC21)N2CC=1N=C(N=CC1CC2)NN2C(C1=CC=CC=C1C2)=O